(cis)-tert-Butyl 3-hydroxycyclobutanecarboxylate O[C@H]1C[C@H](C1)C(=O)OC(C)(C)C